2,2-dimethylethylene oxide CC1(CO1)C